CN(C1CCC(CC1)NC1=NC=C2C(=N1)N(C(N(C2(C)C)C2=CC(=C(C=C2)NS(=O)(=O)CC2=CC=C(C=C2)F)F)=O)C(C)C)C N-(4-(7-(((1r,4r)-4-(dimethylamino)cyclohexyl)amino)-1-isopropyl-4,4-dimethyl-2-oxo-1,4-dihydropyrimido[4,5-d]pyrimidin-3(2H)-yl)-2-fluorophenyl)-1-(4-fluorophenyl)methanesulfonamide